[NH4+].NC1=C2N=CN(C2=NC(=N1)SCCC1=CC=C(C=C1)S(=O)(=O)[O-])[C@H]1[C@H](O)[C@H](O)[C@H](O1)CO 4-[2-[(6-amino-9-β-D-ribofuranosyl-9H-purin-2-yl)thio]ethyl]benzenesulfonic acid ammonium salt